[N-](S(=O)(=O)C(F)(F)F)S(=O)(=O)C(F)(F)F.C(C)[N+](CCCCCCCCCCCCCCCCCC)(CCO)CCO ethyl-bis(2-hydroxyethyl)-octadecylammonium bis(trifluoromethanesulfonyl)imide